Cl.BrC1=CC=C(C=C1)C(O)(C=1C=NC=C(C1)N1CCCC1)C1(CNC1)C (4-Bromo-phenyl)-(3-methyl-azetidin-3-yl)-(5-pyrrolidin-1-yl-pyridin-3-yl)-methanol, hydrochloride salt